1-methyl-N-(4-(5-methylisoxazol-3-yl)benzyl)-1H-pyrazol-3-amine CN1N=C(C=C1)NCC1=CC=C(C=C1)C1=NOC(=C1)C